naphthalene-2,7-disulphonate C1=C(C=CC2=CC=C(C=C12)S(=O)(=O)[O-])S(=O)(=O)[O-]